N-[2,4-dimethyl-5-[4-(methylamino)phenyl]pyrazol-3-yl]-4-(trifluoromethoxy)benzamide CN1N=C(C(=C1NC(C1=CC=C(C=C1)OC(F)(F)F)=O)C)C1=CC=C(C=C1)NC